2,2-dimethyl-4-phenylpiperidine CC1(NCCC(C1)C1=CC=CC=C1)C